COC(\C=C\C(=O)C1=CC=CC=C1)=O (E)-4-phenyl-4-oxo-2-butenoic acid methyl ester